cyclopropyl (R)-3-((tert-butoxycarbonyl)amino)pyrrolidine-1-carboxylate C(C)(C)(C)OC(=O)N[C@H]1CN(CC1)C(=O)OC1CC1